O=C1N(C(C2=CC=CC=C12)=O)NC(OC(C)(C)C)=O tert-butyl N-(1,3-dioxoisoindolin-2-yl)carbamate